12-chloro-18,20-difluoro-13-methoxy-15,15-dioxo-4,8-dioxa-15λ6-thia-5,16-diazatetracyclo[15.3.1.110,14.02,6]docosa-1(21),2,5,10,12,14(22),17,19-octaen-9-one ClC=1C=C2C(OCC3=NOC=C3C=3C(=CC(=C(NS(C(C1OC)=C2)(=O)=O)C3)F)F)=O